3-(p-dimethylaminophenyl)-3-(2-phenylindol-3-yl)phthalide CN(C1=CC=C(C=C1)C1(OC(=O)C2=CC=CC=C12)C1=C(NC2=CC=CC=C12)C1=CC=CC=C1)C